ClC1=C(C(=CC=C1)[N+](=O)[O-])NC[C@@H]1[C@H](N(C(C1)=O)C1=NC(=CC(=C1)C(F)(F)F)C)C(=O)OCCCC butyl (2S,3R)-3-(((2-chloro-6-nitrophenyl)amino)methyl)-1-(6-methyl-4-(trifluoromethyl)pyridin-2-yl)-5-oxopyrrolidine-2-carboxylate